[Tl].CN1CCN(CC1)[C@@H](C)C1CCN(CC1)C (S)-1-methyl-4-(1-(1-methylpiperidin-4-yl)ethyl)piperazine thallium